cinnoline-3-carboxylic acid allylmethyl ester C(C=C)COC(=O)C=1N=NC2=CC=CC=C2C1